uronium tetrafluoroborate F[B-](F)(F)F.[NH2+]=C(O)N